C1(CCCCC1)[C@@H]1[C@@H](C=2C=CC(=CC2C(C1)(F)F)O)C1=CC=C(C=C1)N1CCC(CC1)C(OC)OC (5R,6R)-6-cyclohexyl-5-(4-(4-(dimethoxymethyl)piperidin-1-yl)phenyl)-8,8-difluoro-5,6,7,8-tetrahydronaphthalen-2-ol